C(C)(=O)OC(C(NC1=CC(=C(C=C1)B1OC(C(O1)(C)C)(C)C)OC(F)(F)F)=O)C1=CC(=CC=C1)F 1-(3-fluorophenyl)-2-oxo-2-((4-(4,4,5,5-tetramethyl-1,3,2-dioxaborolan-2-yl)-3-(trifluoromethoxy) phenyl)amino)ethyl acetate